OCC[N+]1(CCCC1)CCO N,N-bis(2-hydroxyethyl)pyrrolidinium